2-(4-(5-(trifluoromethyl)pyrimidin-2-yl)piperazin-1-yl)oxazol-5-carbaldehyde FC(C=1C=NC(=NC1)N1CCN(CC1)C=1OC(=CN1)C=O)(F)F